dihydro-1H-benzo[d]imidazole N1CNC2=C1C=CC=C2